4,4,4-trifluoro-2-(2-oxopyridin-1(2H)-yl)butanoic acid FC(CC(C(=O)O)N1C(C=CC=C1)=O)(F)F